OCC(C)(C)N1N=C2N=C(C=CC2=C1)C1=C(C=C(C=C1C)C(F)(F)F)O 2-[2-(2-hydroxy-1,1-dimethyl-ethyl)pyrazolo[3,4-b]pyridin-6-yl]-3-methyl-5-(trifluoromethyl)phenol